4-(2-(bicyclo[1.1.0]butane-1-carboxamido)-7-(N-(1-methylcyclopropyl)sulfamoyl)quinolin-5-yl)-N,N-dimethyl-3,6-dihydropyridine-1(2H)-carboxamide C12(CC2C1)C(=O)NC1=NC2=CC(=CC(=C2C=C1)C=1CCN(CC1)C(=O)N(C)C)S(NC1(CC1)C)(=O)=O